COC1=CC=C(C=C1)C(=O)O[C@H]([C@H](C(=O)O)OC(=O)C2=CC=C(C=C2)OC)C(=O)O (-)-Di-p-anisoyl-L-tartaric acid